3-chloro-5-isopropyl-8-(3-(methylsulfonylmethyl)azetidin-1-yl)isoquinoline ClC=1N=CC2=C(C=CC(=C2C1)C(C)C)N1CC(C1)CS(=O)(=O)C